C1(C=CC(N1C1=CC=C(C=C1)CCCC(=O)N)=O)=O 4-(p-maleimidophenyl)butanamide